2-((5S,7S)-7-(cyclopropylmethyl)-9-methoxy-2-methyl-3-oxo-2,3,5,7-tetrahydrobenzo[5,6]oxepino[4,3-c]pyridin-5-yl)-N-ethylacetamide C1(CC1)C[C@H]1C2=C(C3=CN(C(C=C3[C@@H](O1)CC(=O)NCC)=O)C)C=CC(=C2)OC